O1C(OCC1)C1=C(C=CC=C1OCC1=CC=C(C=C1)OC)C#CC1=NN(C(=C1)C(=O)OC)C methyl 3-((2-(1,3-dioxolan-2-yl)-3-((4-methoxybenzyl)oxy)phenyl)ethynyl)-1-methyl-1H-pyrazole-5-carboxylate